6-(2-amino-5-(2,5-difluoro-4-((1-isopropylpiperidin-4-yl)oxy)phenyl)-6-fluoropyridin-3-yl)-3,4-dihydroisoquinolin-1(2H)-one NC1=NC(=C(C=C1C=1C=C2CCNC(C2=CC1)=O)C1=C(C=C(C(=C1)F)OC1CCN(CC1)C(C)C)F)F